N1(CCNCC1)C1=C(C=CC=C1)NC1=CC2=NS(C3=C2C(C1=O)=CC=C3)(=O)=O 4-((2-(piperazin-1-yl)phenyl)amino)-5H-naphtho[1,8-cd]isothiazol-5-one 1,1-dioxide